tert-butyl (S)-(1-((1-(5-(3-cyano-6-ethoxypyrazolo[1,5-a]pyridin-4-yl)pyridin-2-yl)-4-methylpiperidin-4-yl)amino)-1-oxopropan-2-yl)(methyl)carbamate C(#N)C=1C=NN2C1C(=CC(=C2)OCC)C=2C=CC(=NC2)N2CCC(CC2)(C)NC([C@H](C)N(C(OC(C)(C)C)=O)C)=O